vitamin C nicotinate C(C1=CN=CC=C1)(=O)O.OC=1[C@H](OC(C1O)=O)[C@H](CO)O